N-(3-((7-methoxy-4-(naphthalen-2-ylamino)quinazolin-6-yl)oxy)cyclobutyl)acrylamide COC1=C(C=C2C(=NC=NC2=C1)NC1=CC2=CC=CC=C2C=C1)OC1CC(C1)NC(C=C)=O